methyl 2-(5-fluoro-2-(trifluoromethyl)phenyl)acetate FC=1C=CC(=C(C1)CC(=O)OC)C(F)(F)F